C(C)(N)N ethandiamin